(5-methylthiophen-2-yl)-9-(trifluoromethyl)-2H-[1,4]thiazino[2,3,4-ij]quinazolin-5(3H)-one CC1=CC=C(S1)C1CN2C(N=CC3=CC(=CC(=C23)S1)C(F)(F)F)=O